OCCN1N=C2C=CC=CC2=C1C(CN(C(OC(C)(C)C)=O)C)=O tert-butyl (2-(2-(2-hydroxyethyl)-2H-indazol-3-yl)-2-oxoethyl)(methyl)carbamate